6'-(((1S,3S)-3-((8-Methoxyquinoxalin-2-yl)amino)cyclopentyl)amino)-2H-[1,3'-bipyridin]-2-one COC=1C=CC=C2N=CC(=NC12)N[C@@H]1C[C@H](CC1)NC1=CC=C(C=N1)N1C(C=CC=C1)=O